5-(chloromethyl)-3-(rac-(1R,5R,6S)-3-phenylbicyclo[3.1.0]hex-2-en-6-yl)-1,2,4-oxadiazole ClCC1=NC(=NO1)[C@H]1[C@@H]2CC(=C[C@H]12)C1=CC=CC=C1 |r|